N-(2-((R)-4-Cyanothiazolidin-3-yl)-2-oxoethyl)-6-((S)-2-(fluoromethyl)morpholino)-quinoline-4-carboxamide C(#N)[C@H]1N(CSC1)C(CNC(=O)C1=CC=NC2=CC=C(C=C12)N1C[C@H](OCC1)CF)=O